Tert-butyl 23-oxo-2,5,8,11,14,17,20,27,30,33,36,39,42-tridecaoxa-24-azapentatetracontan-45-oate O=C(CCOCCOCCOCCOCCOCCOCCOC)NCCOCCOCCOCCOCCOCCOCCC(=O)OC(C)(C)C